5-Chloro-3-(4-chloro-2,6-difluoro-phenyl)pyrazin-2-amine ClC=1N=C(C(=NC1)N)C1=C(C=C(C=C1F)Cl)F